[(2-{6-Cyclopropyl-4-[4-fluoro-2-(4-methyl-1,2,4-triazol-3-yl)phenyl]pyridin-2-yl}-7-fluoro-1,3-benzoxazol-5-yl)methyl][(2S)-2-methoxypropyl]amine C1(CC1)C1=CC(=CC(=N1)C=1OC2=C(N1)C=C(C=C2F)CNC[C@H](C)OC)C2=C(C=C(C=C2)F)C2=NN=CN2C